(S)-7-((R)-2-((methoxy-carbonyl)amino)-2-phenylacetyl)-1,4-dioxa-7-azaspiro[4.4]nonane COC(=O)N[C@@H](C(=O)N1CC2(OCCO2)CC1)C1=CC=CC=C1